4-butyl-1-(methylsulfonyl)-1H-1,2,3-triazole C(CCC)C=1N=NN(C1)S(=O)(=O)C